C12C3CCCC3C(C(C1)C=1C=C(C=C(C1)C1C3C4CCCC4C(C1)C3)O)C2 3,5-bis(tricyclo[5.2.1.02,6]decan-8-yl)phenol